C(CC(=O)O)C(=O)C(=O)O oxoglutarate